2,3,4,6-O-tetrabenzyl-alpha-D-glucose trichloroacetimidate ClC(C(O)=N)(Cl)Cl.C(C1=CC=CC=C1)[C@@]1([C@@H](O)O[C@@H]([C@]([C@@]1(O)CC1=CC=CC=C1)(O)CC1=CC=CC=C1)COCC1=CC=CC=C1)O